tert-butyl (R)-3-((R)-(3-azido-2-fluorophenyl)(hydroxy)methyl)-1-methyl-2-azabicyclo[2.1.1]-hexane-2-carboxylate N(=[N+]=[N-])C=1C(=C(C=CC1)[C@H]([C@@H]1N(C2(CC1C2)C)C(=O)OC(C)(C)C)O)F